C(=C)[C@@H]1CN(C[C@@H](N1C(C)(C)C1=CC=CC=C1)C=C)C(=O)OC(C)(C)C tert-butyl (3R,5S)-3,5-diethenyl-4-(2-phenylpropan-2-yl)piperazine-1-carboxylate